keto-adipic acid O=C(C(=O)O)CCCC(=O)O